1-(4-(3-(6-((3,3-dimethyl-piperidin-4-yl)amino)-pyridin-2-yl)imidazo[1,2-a]pyridin-6-yl)-1H-pyrazol-1-yl)-2-methyl-propan-2-ol CC1(CNCCC1NC1=CC=CC(=N1)C1=CN=C2N1C=C(C=C2)C=2C=NN(C2)CC(C)(O)C)C